(3,4-dimethoxybenzyl)-7-methoxy-6-nitro-quinazolin-4-amine COC=1C=C(CC2=NC3=CC(=C(C=C3C(=N2)N)[N+](=O)[O-])OC)C=CC1OC